tert-Butyl N-[(1R)-1-[3,6-dimethyl-2-(2-methylpyrazolo[4,3-b]pyridin-5-yl)-4-oxo-chromen-8-yl]ethyl]carbamate CC1=C(OC2=C(C=C(C=C2C1=O)C)[C@@H](C)NC(OC(C)(C)C)=O)C=1C=CC=2C(N1)=CN(N2)C